ClC1=C(C=CC(=N1)NN1C(C(=C(C1=O)C)CCC(=O)NC)=O)C(F)(F)F 3-(1-{[6-chloro-5-(trifluoromethyl)(2-pyridyl)]amino}-4-methyl-2,5-dioxoazolin-3-yl)-N-methylpropanamide